(4S)-4-benzyl-3-[(2R)-2-methylheptanoyl]oxazolidin-2-one C(C1=CC=CC=C1)[C@@H]1N(C(OC1)=O)C([C@@H](CCCCC)C)=O